2-acetyl-7-[4-(4-fluorophenyl)-2,6-dimethyl-phenyl]-2-azaspiro[3.5]nonane-6,8-dione C(C)(=O)N1CC2(C1)CC(C(C(C2)=O)C2=C(C=C(C=C2C)C2=CC=C(C=C2)F)C)=O